COC1=C(OC(C(C)(C)O)(C)O)C=CC=C1 2-(2-methoxyphenoxy)dimethyl-propylene glycol